1,2-dimethyl-10H-benzo[b]indeno[2,1-d]thiophen-10-one CC1=C2C(C=3C4=C(SC3C2=CC=C1C)C=CC=C4)=O